((1R)-1-(3-(benzamidomethyl)-5-benzyl-4,5-dihydroisoxazole-5-carboxamido)propyl)boronic acid C(C1=CC=CC=C1)(=O)NCC1=NOC(C1)(C(=O)N[C@@H](CC)B(O)O)CC1=CC=CC=C1